(3S)-2-azabicyclo[2.2.1]heptane-3-carboxylic acid ethyl ester C(C)OC(=O)[C@H]1NC2CCC1C2